C(C(=C)C)(=S)S.N1=CC=CC=C1 pyridine dithiomethacrylate